ClC=1C(=C(C(=CC1)CC)NC(=O)NC(C(C)C)C1=NC(=NO1)C=1C=NC=CC1)CC 1-(3-chloro-2,6-dieth-ylphenyl)-3-{2-methyl-1-[3-(pyridin-3-yl)-1,2,4-oxadiazol-5-yl]-propyl}urea